C1(CC1)S(=O)(=O)NC=1SC=C(N1)C(CCOC)NC(C1=C(C=C(C=C1)C1=NC(=CN=C1)OCC)F)=O N-(1-(2-(cyclopropanesulfonylamino)thiazol-4-yl)-3-methoxypropyl)-4-(6-ethoxypyrazin-2-yl)-2-fluorobenzamide